4,7,10,13,16,19,22,25,28,31-decaoxo-15-((R)-1-(trityloxy)ethyl)-3-oxa-5,8,11,14,17,20,23,26,29,32-decaazapentatriacontane-35-thioate O=C(OCC)NCC(NCC(NCC(NC(C(NCC(NCC(NCC(NCC(NCC(NCCC([O-])=S)=O)=O)=O)=O)=O)=O)[C@@H](C)OC(C1=CC=CC=C1)(C1=CC=CC=C1)C1=CC=CC=C1)=O)=O)=O